2-(5-(2,2'-bipyridin-4-yl)-2-hydroxyphenyl)pyridine N1=C(C=C(C=C1)C=1C=CC(=C(C1)C1=NC=CC=C1)O)C1=NC=CC=C1